NC1=C2C(=NC=N1)N(N=C2C2=CC=C(C=C2)OC2=CC=CC=C2)[C@H]2CN(CCC2)C(CCCCCCSC2=CC(=C1C(N(C(C1=C2)=O)C2C(NC(CC2)=O)=O)=O)F)=O 6-((7-((R)-3-(4-amino-3-(4-phenoxyphenyl)-1H-pyrazolo[3,4-d]pyrimidin-1-yl)piperidine-1-yl)-7-oxoheptyl)thio)-2-(2,6-dioxopiperidin-3-yl)-4-fluoroisoindoline-1,3-dione